C(C)(C)(C)N(C(O)=O)[C@@H]1C[C@@H](CCC1)OC=1C=2N(C=C(N1)Cl)N=CC2F.BrC=2C=NC(=NC2)SC2CC2 5-bromo-2-(cyclopropylsulfanyl)pyrimidine tert-butyl-((1S,3R)-3-((6-chloro-3-fluoropyrazolo[1,5-a]pyrazin-4-yl)oxy)cyclohexyl)carbamate